C(C)C1=NOC=C1C(=O)N[C@H](C1=NC2=C(N1)C=CC(=C2F)[C@H]2N(CCOC2)C(=O)OC(C)(C)C)C2CCC(CC2)C tert-Butyl (3R)-3-(2-{(S)-[(3-ethylisoxazole-4-carbonyl)amino](4-methylcyclohexyl)-methyl}-4-fluoro-1H-benzimidazol-5-yl)morpholine-4-carboxylate